FC=1C(=C(C=2N(C1)N=C(N2)N)C)C2=NC(=CC=C2)C=2C=NN(C2)C(CC)C2=CC=C(C=C2)F 6-fluoro-7-(6-(1-(1-(4-fluorophenyl)-propyl)-1H-pyrazol-4-yl)pyridin-2-yl)-8-methyl-[1,2,4]-triazolo[1,5-a]-pyridin-2-amine